C(C(C)C)NC(=O)N1C=NC2=C1C=CC(=C2)C2=CN=CS2 N-iso-Butyl-5-(thiazol-5-yl)-1H-benzo[d]imidazole-1-carboxamide